(S)-glutamate N[C@@H](CCC(=O)[O-])C(=O)[O-]